CC1=CC=C(C=C1)S(=O)(=O)OCCOCCOCCN=[N+]=[N-] 2-[2-(2-azidoethoxy)ethoxy]ethyl 4-methylbenzenesulfonate